2-(2-hydroxy-5-t-butylphenyl)benzotriazole OC1=C(C=C(C=C1)C(C)(C)C)N1N=C2C(=N1)C=CC=C2